C(=CC)N1CCC(CC1)CCN1N=C(C2=CC=C(C=C12)NC(=O)C=1C(=C2C=CC(OC2=CC1)(C)C)OC)C N-(1-(2-(1-propenylpiperidin-4-yl)ethyl)-3-methyl-1H-indazol-6-yl)-5-methoxy-2,2-dimethyl-2H-chromen-6-carboxamide